C(C)(C)(C)OC(N(CCOCCOC\C=C\C1=CC2=C(NC(OC23CCNCC3)=O)N=C1)C)=O.FC(=CC1=CC=C(C=C1)Br)F 4-(2,2-difluorovinyl)bromobenzene tert-butyl-(E)-methyl(2-(2-((3-(2'-oxo-1',2'-dihydrospiro[piperidine-4,4'-pyrido[2,3-d][1,3]oxazin]-6'-yl)allyl)oxy)ethoxy)ethyl)carbamate